2-(4-(2-fluorophenyl)-2-(pyrrolidin-1-yl)pyridin-3-yl)-3H-imidazo[4,5-b]pyridine FC1=C(C=CC=C1)C1=C(C(=NC=C1)N1CCCC1)C1=NC=2C(=NC=CC2)N1